C(C)OP(=O)(OCC)CC1=CC(=C2C=CC(=CC2=C1)C(=O)OC)O methyl 7-((diethoxyphosphoryl) methyl)-5-hydroxy-2-naphthoate